7-([1,1'-biphenyl]-4-ylthio)heptylpropenoic acid C1(=CC=C(C=C1)SCCCCCCCC(C(=O)O)=C)C1=CC=CC=C1